octanyl-trichlorosilane C(CCCCCCC)[Si](Cl)(Cl)Cl